C(C1=C(C(=CC2=CC=CC=C12)C(=O)[O-])O)C1=C(C(=CC2=CC=CC=C12)C(=O)[O-])O 1,1'-methylene-bis-(2-hydroxy 3-naphthoate)